3-[1-methyl-6-[(3S)-3-(trifluoromethyl)piperazin-1-yl]indazol-3-yl]piperidine-2,6-dione CN1N=C(C2=CC=C(C=C12)N1C[C@H](NCC1)C(F)(F)F)C1C(NC(CC1)=O)=O